CS(=O)(=O)N1CCC(CC1)NC(CC(C)=O)=O N-(1-(methylsulfonyl)piperidin-4-yl)-3-oxobutanamide